butenoic acid phosphate P(=O)(O)(O)O.C(C=CC)(=O)O